1-ethyl-3-(4-fluorophenyl)-N-(3-fluoro-4-((5-methylpyrazolo[1,5-a]pyrimidin-7-yl)oxy)phenyl)-2,4-dioxo-1,2,3,4-tetrahydropyrimidine-5-carboxamide C(C)N1C(N(C(C(=C1)C(=O)NC1=CC(=C(C=C1)OC1=CC(=NC=2N1N=CC2)C)F)=O)C2=CC=C(C=C2)F)=O